N1(CCC(CC1)COC1=CC(=C2C(NC(=NC2=C1)COC1CCOCC1)=O)F)C1CCNCC1 7-([1,4'-bipiperidin]-4-ylmethoxy)-5-fluoro-2-(((tetrahydro-2H-pyran-4-yl)oxy)methyl)quinazolin-4(3H)-one